ClC=1C=C(O[C@H]2C[C@@H](CC2)O)C=CC1C=1N(C2=NC=NC(=C2N1)OC1(CC1)C)CC1=NC=CC(=C1)C |o1:5,7| rel-(1R,3R)-3-(3-chloro-4-(6-(1-methylcyclopropoxy)-9-((4-methylpyridin-2-yl)methyl)-9H-purin-8-yl)phenoxy)cyclopentan-1-ol